1,1,1,15,15,15-hexafluoropentadecan-7-yl 8-((2-hydroxyethyl)(6-oxo-6-((11,11,11-trifluoroundecyl)oxy)hexyl)amino)octanoate OCCN(CCCCCCCC(=O)OC(CCCCCC(F)(F)F)CCCCCCCC(F)(F)F)CCCCCC(OCCCCCCCCCCC(F)(F)F)=O